(S)-3-ethylmorpholine C(C)[C@@H]1NCCOC1